(2S)-4-(2-chloro-6-((5-chloro-1-(methoxycarbonyl)-7-methyl-1,2,3,4-Tetrahydronaphthalen-1-yl)methyl)-5-nitropyrimidin-4-yl)-2-(cyanomethyl)piperazine-1-carboxylate ClC1=NC(=C(C(=N1)N1C[C@@H](N(CC1)C(=O)[O-])CC#N)[N+](=O)[O-])CC1(CCCC2=C(C=C(C=C12)C)Cl)C(=O)OC